[Br-].FC1=CC=C(C=C1)NC(CC(CC)C)C1CCCNC1 5-(((4-fluorophenyl)amino)-3-methylpentyl)piperidine bromide